4-(2,6-dimethyl-4-(4,4,5,5-tetramethyl-1,3,2-dioxaborolan-2-yl)phenyl)oxazolidin-2-one CC1=C(C(=CC(=C1)B1OC(C(O1)(C)C)(C)C)C)C1NC(OC1)=O